COC1=CC=C(C=C1)C(C[N+](=O)[O-])=O 1-(4-methoxyphenyl)-2-nitroethanone